(cyclohexyloxy)methoxy-5'-methyl-4-pentyl-2'-(prop-1-en-2-yl)-[1,1'-biphenyl]-2-ol C1(CCCCC1)OCOC1=C(C(=CC=C1CCCCC)C1=C(C=CC(=C1)C)C(=C)C)O